CC=1C=NC(=CC1)NC1=NC=NC=C1 3-methyl-6-(pyrimidin-4-ylamino)pyridine